NC1=C(C=CC=C1)NS(=O)(=O)C1=CC(=CC=C1)F N-(2-aminophenyl)-3-fluorobenzenesulfonamide